7-((4-(1H-indol-7-yl)pyrimidin-2-yl)amino)-3-acetyl-4-morpholinyl-2H-benzopyran-2-one N1C=CC2=CC=CC(=C12)C1=NC(=NC=C1)NC1=CC2=C(C(=C(C(O2)=O)C(C)=O)N2CCOCC2)C=C1